Cl.NCCCCCCC(=O)OC Methyl 7-aminoheptanoate Hydrochloride salt